ClC1=C(C(=O)N(C2(CC2)C#N)COC(CCCC(=O)O)=O)C=C(C=C1)C=1C=NN(C1)C=1N(N=C(C1C(F)(F)F)C(C(F)(F)F)(F)F)C 5-{[{2-Chloro-5-[2'-methyl-5'-(pentafluoroethyl)-4'-(trifluoromethyl)-2'H-[1,3'-bipyrazol]-4-yl]benzoyl}(1-cyanocyclopropyl)amino]methoxy}-5-oxopentanoic acid